4-bromo-1,7-naphthyridine BrC1=CC=NC2=CN=CC=C12